2-(furan-2-yl)-4-phenyl-2H-benzo[e][1,3]oxazin-3(4H)-ol O1C(=CC=C1)C1OC2=C(C(N1O)C1=CC=CC=C1)C=CC=C2